C(N)(=O)[C@@H]1C[C@@]2(CN1C([C@H](CC1CC1)N(C(OC(C)(C)C)=O)C)=O)C(NC1=C(O2)C=C(C=C1F)F)=O t-butyl ((S)-1-((2R,5'S)-5'-carbamoyl-5,7-difluoro-3-oxo-3,4-dihydrospiro[benzo[b][1,4]oxazine-2,3'-pyrrolidin]-1'-yl)-3-cyclopropyl-1-oxopropan-2-yl)(methyl)carbamate